C1(CC1)C=1C(=CC(=C(CN2CCN(CC2)C(=O)OC2=CC=C(C=C2)C(NC[C@@H]([C@H]([C@@H]([C@@H](CO)O)O)O)O)=O)C1)OCC)C(=O)OC 4-(((2S,3R,4R,5R)-2,3,4,5,6-pentahydroxyhexyl)carbamoyl)phenyl 4-(5-cyclopropyl-2-ethoxy-4-(methoxycarbonyl)benzyl)piperazine-1-carboxylate